O1C(=NC=C1)COC1=NC=CC=C1N (1,3-oxazol-2-ylmethoxy)pyridin-3-amine